[O-]P([O-])(=O)OP(=O)([O-])[O-].[Sn+4] tin diphosphate